((2S,3R,4R,5R)-4-acetoxy-3-(2-(benzyloxy)ethyl)-5-(2-isobutyramido-6-oxo-1H-purin-9(6H)-yl)tetrahydrofuran-2-yl)methyl benzoate C(C1=CC=CC=C1)(=O)OC[C@H]1O[C@H]([C@@H]([C@@H]1CCOCC1=CC=CC=C1)OC(C)=O)N1C=2N=C(NC(C2N=C1)=O)NC(C(C)C)=O